N-[(S)-1-(3,4-Difluoro-phenyl)-ethyl]-2-{[5-(1-methyl-1H-imidazo[4,5-c]quinolin-8-yl)-thiazol-2-ylmethyl]-amino}-nicotinamide FC=1C=C(C=CC1F)[C@H](C)NC(C1=C(N=CC=C1)NCC=1SC(=CN1)C1=CC=2C3=C(C=NC2C=C1)N=CN3C)=O